O[C@H]1[C@H](O[C@@]2([C@@H](CCO2)NC(=O)C2=CC=CC3=CC=CC=C23)[C@@H]([C@H]1N1N=NC(=C1)C1=CC(=C(C(=C1)F)F)F)O)CO N-((4R,5S,7R,8R,9S,10R)-8,10-dihydroxy-7-(hydroxymethyl)-9-(4-(3,4,5-trifluorophenyl)-1H-1,2,3-triazol-1-yl)-1,6-dioxaspiro[4.5]dec-4-yl)-1-naphthamide